FC=1C(=C(C=CC1)[C@H]([C@H]1[C@@H]2N(C(C=3N1N=CC(C3O)=O)=O)CCC2)C2=CC=C(C=C2)F)C (9aR,10S)-10-((R)-(3-Fluoro-2-methylphenyl)(4-fluorophenyl)methyl)-4-hydroxy-8,9,9a,10-tetrahydro-7H-pyrrolo[1',2':4,5]pyrazino[1,2-b]pyridazin-3,5-dion